2-[4-(2-methoxypyridin-4-yl)pyrazol-1-yl]-3-methylbutan-1-one COC1=NC=CC(=C1)C=1C=NN(C1)C(C=O)C(C)C